[Cl-].C(=O)(O)CCOCCOCCOCCOCC[N+](C)(C)C 14-carboxy-N,N,N-trimethyl-3,6,9,12-tetraoxatetradecan-1-aminium chloride salt